C(C)(C)OC(=O)C=1C(=C(N2C=CC(=C2C1)Br)C(=C)N1CCNCC1)C 1-bromo-6-methyl-5-(1-(piperazin-1-yl)vinyl)indolizine-7-carboxylic acid isopropyl ester